FC1=C(C=CC=C1NS(NC)(=O)=O)CN1C(OC2=C(C=CC(=C2)OC2=NC=CC=C2)C12COC2)=O 3-({2-fluoro-3-[(methylsulfamoyl)amino]phenyl}methyl)-7-(pyridin-2-yloxy)-2,3-dihydrospiro[1,3-benzoxazine-4,3'-oxetan]-2-one